ClC1=CC(=C(C=N1)CO)NCC1=CC=C(C=C1)OC (6-chloro-4-((4-methoxybenzyl)amino)pyridin-3-yl)methanol